ClC=1C(=C(C=CC1Cl)NC1=NC=NC2=CC(=C(C=C12)OC1CCC(CC1)CN1CC(N(C(C1)C)C=1C=C2C(N(C(C2=CC1F)=O)C1C(NC(CC1)=O)=O)=O)C)OC)F 5-(4-((4-((4-((3,4-dichloro-2-fluorophenyl)amino)-7-methoxyquinazolin-6-yl)oxy)cyclohexyl)methyl)-2,6-dimethylpiperazin-1-yl)-2-(2,6-dioxopiperidin-3-yl)-6-fluoroisoindoline-1,3-dione